CN1C(C(CC1)NC1CN(CC(C1)C(F)(F)F)C1=CC=C(C=2N=CC=NC12)C#N)=O 8-(3-(1-methyl-2-oxopyrrolidin-3-ylamino)-5-(trifluoromethyl)piperidin-1-yl)quinoxaline-5-carbonitrile